C(C)N1C(=O)C(=O)C2=CC=C(C=C12)Cl N-ethyl-6-chloroisatin